C1=NC=CC2=CC=CC=C12 Isoquinoline